tert-butyl 6-((2-(1-(tert-butoxycarbonyl)-1,2,3,6-tetrahydropyridin-4-yl)-6-phenylpyrimidin-4-yl)amino)-1H-indole-1-carboxylate C(C)(C)(C)OC(=O)N1CCC(=CC1)C1=NC(=CC(=N1)NC1=CC=C2C=CN(C2=C1)C(=O)OC(C)(C)C)C1=CC=CC=C1